((S)-1-methoxypropane-2-yl)-2-((1-(1-methoxypropane-2-yl)-3-(oxetan-3-yloxy)-1H-pyrazol-4-yl)amino)-7H-pyrrolo[2,3-d]pyrimidine-6-carbonitrile COC[C@@H](C)C=1C2=C(N=C(N1)NC=1C(=NN(C1)C(COC)C)OC1COC1)NC(=C2)C#N